CN1C(N(C(C=2N(C=NC12)C)=O)C#CC)=O 3,7-dimethyl-1-propynylxanthine